OC(CC1CCC2CC(CCC12)C(=O)[O-])CC1CCC2CC(CCC12)C(=O)[O-] 2-hydroxypropane-1,3-diylbis(octahydro-1H-indene-5-carboxylate)